[Co].[Tm] thulium-cobalt